N-(4-(8-fluoro-1,2,3,5-tetrahydro-4H-benzo[e][1,4]diazepin-4-yl)-2,6-dimethylphenyl)-3,3-dimethylbutanamide FC=1C=CC2=C(NCCN(C2)C2=CC(=C(C(=C2)C)NC(CC(C)(C)C)=O)C)C1